ClC1=CC=C(C=C1)C1=CC=C(C=C1)Cl dichloro-[1,1'-biphenyl]